5-ethyl-2-methoxy-N-(4-methoxy-6-((4,5,6,7-tetrahydro-1H-pyrazolo[4,3-c]pyridin-1-yl)methyl)benzo[d]isoxazol-3-yl)benzenesulfonamide hydrochloride Cl.C(C)C=1C=CC(=C(C1)S(=O)(=O)NC1=NOC2=C1C(=CC(=C2)CN2N=CC=1CNCCC12)OC)OC